O=C1NC(CCC1N1C(C2=CC=CC(=C2C1=O)SCCCCCCN1CCN(CC1)C1=NC=C(C(=O)N2CCC(CC2)CCCCNC(\C=C\C=2C=NC=CC2)=O)C=C1)=O)=O (E)-N-(4-(1-(6-(4-(6-((2-(2,6-dioxopiperidin-3-yl)-1,3-dioxoisoindolin-4-yl)thio)hexyl)piperazin-1-yl)nicotinoyl)piperidin-4-yl)butyl)-3-(pyridin-3-yl)acrylamide